(2,4-Di-tert-butyl phenyl) biphenylenediphosphonite C=1(C(=CC=C2C3=CC=CC=C3C12)P([O-])[O-])P(OC1=C(C=C(C=C1)C(C)(C)C)C(C)(C)C)[O-]